3-(2-cyanopropan-2-yl)-N-(4-methyl-3-(4-(5-(oxetan-3-yloxy)pyridin-3-yl)-1H-pyrazol-1-yl)phenyl)benzamide C(#N)C(C)(C)C=1C=C(C(=O)NC2=CC(=C(C=C2)C)N2N=CC(=C2)C=2C=NC=C(C2)OC2COC2)C=CC1